(bis(2,6-dimethoxyphenyl)phosphino)-5H-dibenzo[b,f]azepine-5-carboxamide COC1=C(C(=CC=C1)OC)P(C1=C(C=CC=C1OC)OC)C1=CC=CC=2N(C3=C(C=CC21)C=CC=C3)C(=O)N